methyl 7-(4-(((oxazol-5-ylmethoxy)carbonyl)amino)benzyl)-4-azaspiro[2.5]octane-4-carboxylate O1C=NC=C1COC(=O)NC1=CC=C(CC2CCN(C3(CC3)C2)C(=O)OC)C=C1